di-acetyl-glycerol C(C)(=O)C(C(C(O)C(C)=O)O)O